4-ethynylthiazole C(#C)C=1N=CSC1